(4-bromophenyl)-phenanthridine BrC1=CC=C(C=C1)C1=CC=CC2=NC=C3C=CC=CC3=C12